(S)-2-(4-(5-chlorothiophen-2-yl)-1H-1,2,3-triazol-1-yl)-3-methylbutanoic acid ClC1=CC=C(S1)C=1N=NN(C1)[C@H](C(=O)O)C(C)C